F[C@H]1[C@H]2C=C[C@@H](C[C@@H]1N(C1=NN=C(S1)C1=C(C=C(C=C1)N1N=CC(=N1)C)O)C)N2 2-(5-(((1R,2S,3S,5R)-2-fluoro-8-azabicyclo[3.2.1]oct-6-en-3-yl)(methyl)amino)-1,3,4-thiadiazol-2-yl)-5-(4-methyl-2H-1,2,3-triazol-2-yl)phenol